N1N=CC2=C(C=CC=C12)CN1N=CC2=C(C1=O)N(C1=C2SC(=N1)C(C(=O)OC)C1=CC=CC=C1)C methyl 2-(6-((1H-indazol-4-yl)methyl)-4-methyl-5-oxo-5,6-dihydro-4H-thiazolo[5',4':4,5]pyrrolo[2,3-d]pyridazin-2-yl)-2-phenylacetate